O=S1(N(CCC1)C=1C=NN2C1CN([C@H](C2)C)C(=O)NCC2=CSC=C2)=O (6S)-3-(1,1-dioxo-1,2-thiazolidin-2-yl)-6-methyl-N-(3-thienylmethyl)-6,7-dihydro-4H-pyrazolo[1,5-a]pyrazine-5-carboxamide